NC=1C2=C(N=CN1)N(C(=C2C(=O)NC2=CC=C(C=C2)COC)C#CC2CCN(CC2)C)C2(CC2)C 4-amino-N-[4-(methoxymethyl)phenyl]-7-(1-Methylcyclopropyl)-6-[(1-Methylpiperidin-4-yl)ethynyl]-7H-pyrrolo[2,3-d]pyrimidin-5-carboxamide